oleic decyl ester C(CCCCCCCCC)OC(CCCCCCC\C=C/CCCCCCCC)=O